anthraquinone-1-sulfonic acid sodium salt [Na+].C1(=CC=CC=2C(C3=CC=CC=C3C(C12)=O)=O)S(=O)(=O)[O-]